N-(4-cyanobenzyl)carboxamide C(#N)C1=CC=C(CNC=O)C=C1